The molecule is a dicarboxylic acid monoanion that is the conjugate base of O-suberoylcarnitine; major spoecies at pH 7.3. It is a conjugate base of an O-suberoylcarnitine. C[N+](C)(C)CC(CC(=O)[O-])OC(=O)CCCCCCC(=O)[O-]